6-(4-formyl-2-oxopyrrolidin-1-yl)-4-methoxypyridine-3-carbonitrile C(=O)C1CC(N(C1)C1=CC(=C(C=N1)C#N)OC)=O